C(C)(C)(C)OC([C@@H](N)CCC(=O)O)=O L-glutamic acid tert-butyl ester